(S)-1-[(S)-1-[(4-{2-[(R)-3-Methyl-1-piperidyl]ethyl}-1-piperidyl)carbonyl]-3-methylbutyl]-3-isobutyl-2-piperazinone C[C@H]1CN(CCC1)CCC1CCN(CC1)C(=O)[C@H](CC(C)C)N1C([C@@H](NCC1)CC(C)C)=O